2-(3-n-Butylthiophenyl)-2,2-difluoroacetic acid methyl ester COC(C(F)(F)C1=CC(=CC=C1)SCCCC)=O